3-(5-(1,3,4-oxadiazol-2-yl)pyridin-3-yl)-5-methoxyphenyl octylcarbamate C(CCCCCCC)NC(OC1=CC(=CC(=C1)OC)C=1C=NC=C(C1)C=1OC=NN1)=O